C(C)OC(=O)CC(CC(=O)OCC)(C(=O)OCC)O 2-hydroxypropane-1,2,3-tricarboxylic acid triethyl ester